Cl.C1(CCCC1)N1C2C3=CC=CC=C3C1C=C2 11-Cyclopentyl-11-azatricyclo[6.2.1.02,7]undeca-2,4,6,9-tetraene hydrochloride